pyrrolobenzodiazepineOne N=1NC(C=CC=2C1C=1C(=CC2)N=CC1)=O